ethyl 2-(7-cyano-5-(1-fluoro-3-hydroxypropan-2-yl) benzo[b]thiophen-2-yl)-4-methylthiazole-5-carboxylate C(#N)C1=CC(=CC2=C1SC(=C2)C=2SC(=C(N2)C)C(=O)OCC)C(CF)CO